FC(C1=CC(=C(C=C1)[C@@H]1OC2=C(OC1)C=CC=C2C2CCN(CC2)CC2=NC1=C(N2C[C@H]2OCC2)C=C(C=C1)C(=O)[O-])F)F 2-((4-((S)-3-(4-(difluoromethyl)-2-fluorophenyl)-2,3-dihydrobenzo[b][1,4]dioxin-5-yl)piperidin-1-yl)methyl)-1-(((S)-oxetan-2-yl)methyl)-1H-benzo[d]imidazole-6-carboxylate